2'-(1-butoxyvinyl)-3-chloro-4-((3,5-difluoropyridin-2-yl)methoxy)-5',6-dimethyl-2H-[1,4'-bipyridin]-2-one C(CCC)OC(=C)C1=NC=C(C(=C1)N1C(C(=C(C=C1C)OCC1=NC=C(C=C1F)F)Cl)=O)C